C(C1CO1)C1=C(C=CC=C1CN)CN (2,3-epoxypropyl)-m-xylene-α,α'-diamine